ClC=1C=C2C(=CN1)N(N=C2C(C)(O)C2=CC=CC=C2)C2CC2 (5-chloro-1-cyclopropyl-1H-pyrazolo[3,4-c]pyridin-3-yl)-1-phenylethan-1-ol